OC1=C(C(=C2N(C(CN(S2(=O)=O)CCC)C(=O)O)C1=O)C1=CC(=CC=C1)C(F)(F)F)CC1=CC=CC2=CC=CC=C12 7-hydroxy-8-(naphthalen-1-ylmethyl)-6-oxo-2-propyl-9-(3-(trifluoromethyl)phenyl)-3,4-dihydro-2H,6H-pyrido[1,2-e][1,2,5]thiadiazine-4-carboxylic acid 1,1-dioxide